N-[4-fluoro-2-[rac-(3R,5S)-3,4,5-trimethylpiperazin-1-yl]-5-[1-(3,3,3-trifluoropropyl)-3,6-dihydro-2H-pyridin-4-yl]phenyl]-6-oxo-4-(trifluoromethyl)-1H-pyridine-3-carboxamide FC1=CC(=C(C=C1C=1CCN(CC1)CCC(F)(F)F)NC(=O)C1=CNC(C=C1C(F)(F)F)=O)N1C[C@H](N([C@H](C1)C)C)C |r|